C(C)(C)(C)OC(=O)N1[C@@H](CN([C@H](C1)C)C=1C=2N(N(C(C1F)=O)C)C=C(N2)CC#N)C (2R,5S)-4-(2-(cyanomethyl)-7-fluoro-5-methyl-6-oxo-5,6-dihydroimidazo[1,2-b]pyridazin-8-yl)-2,5-dimethylpiperazine-1-carboxylic acid tert-butyl ester